3-[6-({4-[2-amino-6-(m-fluorophenyl)-4-pyrimidinyl]-1H-1,2,3-triazol-1-yl}methyl)-2-pyridinyl]-3-methylbutanoic acid NC1=NC(=CC(=N1)C=1N=NN(C1)CC1=CC=CC(=N1)C(CC(=O)O)(C)C)C1=CC(=CC=C1)F